C(C)(C)OC(C)(C)C tertiary butyl isopropyl ether